FC1=C(CN2CCN(C3=C(C2=O)C=CN=C3OC)C)C=CC(=C1)O[C@@H](CCNC)C1=CC=CC=C1 (S)-4-(2-fluoro-4-(3-(methylamino)-1-phenylpropoxy)benzyl)-9-methoxy-1-methyl-1,2,3,4-tetrahydro-5H-pyrido[3,4-e][1,4]diazepin-5-one